ClC=1C=C(CC=2C=CC(=NC2)C2=C(N=NC(=C2)CO)C(=O)N)C=CC1 (5-(3-chlorobenzyl)pyridin-2-yl)-6-(hydroxymethyl)pyridazine-3-carboxamide